C(C)(C)N1OC(C2C1C(CC(C2)(C2=CC=CC=C2)C)C)(C)C 1-isopropyl-3,3,5,7-tetramethyl-5-phenyloctahydrobenzo[c]isoxazole